dimethylsilyl-bis(9-fluorenyl)zirconium dichloride [Cl-].[Cl-].C[SiH](C)[Zr+2](C1C2=CC=CC=C2C=2C=CC=CC12)C1C2=CC=CC=C2C=2C=CC=CC12